CNC(C1=NC(=C(C=C1)N1CCN(CC1)C[C@@H]1CC=2NC(C(=NC2CC1)C)=O)C)=O (S)-N,6-dimethyl-5-(4-((2-methyl-3-oxo-3,4,5,6,7,8-hexahydroquinoxalin-6-yl)methyl)piperazin-1-yl)picolinamide